dicyclohexyl[2',4',6-tri(propan-2-yl)biphenyl-2-yl]phosphane C1(CCCCC1)P(C1=C(C(=CC=C1)C(C)C)C1=C(C=C(C=C1)C(C)C)C(C)C)C1CCCCC1